1-phenyl-1,1-bis(4-hydroxyphenyl)butane C1(=CC=CC=C1)C(CCC)(C1=CC=C(C=C1)O)C1=CC=C(C=C1)O